FC1(COC(C2=CC=CC=C12)CNC)F 1-(4,4-difluoroisochroman-1-yl)-N-methylmethanamine